zinc-indium oxide [O-2].[In+3].[Zn+2]